1,1,1,3,3,3-hexafluoro-propan-2-yl (±)-1-(3-cyclopropyl-5,6,7,8-tetrahydro-[1,2,4]triazolo[4,3-a]pyrazine-7-carbonyl)-6-aza-spiro[2.5]octane-6-carboxylate C1(CC1)C1=NN=C2N1CCN(C2)C(=O)[C@@H]2CC21CCN(CC1)C(=O)OC(C(F)(F)F)C(F)(F)F |r|